C(#N)C=1C(=CC(=NC1)N1N=CC(=C1)CNC[C@@H](C=1C(=C2COC(C2=CC1)=O)C)NS(=O)(=O)C1CC1)C (R)-N-(2-(((1-(5-cyano-4-methylpyridin-2-yl)-1H-pyrazol-4-yl)methyl)amino)-1-(4-methyl-1-oxo-1,3-dihydroisobenzofuran-5-yl)ethyl)cyclopropanesulfonamide